NC1=NNC2=C(C=C(C(=C12)OC1=C(C=CC(=C1)F)Cl)NC(C1=CC(=CC(=C1)C(F)(F)F)F)=O)C1=C(C(=O)OC)C=CC=C1 methyl 2-[3-amino-4-(2-chloro-5-fluorophenoxy)-5-[3-fluoro-5-(trifluoromethyl)benzamido]-1H-indazol-7-yl]benzoate